Cl.CNCCCOC1=C2CN(C(C2=CC=C1)=O)C1C(NC(CC1)=O)=O 3-(4-(3-(methylamino)propoxy)-1-oxoisoindolin-2-yl)piperidine-2,6-dione hydrochloride